tert-butyl (S)-(7-(2-(1,2-oxazinan-2-yl)ethoxy)-5-methyl-4-oxo-2,3,4,5-tetrahydrobenzo[b][1,4]oxazepin-3-yl)carbamate O1N(CCCC1)CCOC1=CC2=C(OC[C@@H](C(N2C)=O)NC(OC(C)(C)C)=O)C=C1